9,9-dimethyl-N-phenyl-N-[4-(9-phenyl-9H-carbazol-3-yl)phenyl]-fluoren-2-amine CC1(C2=CC=CC=C2C=2C=CC(=CC12)N(C1=CC=C(C=C1)C=1C=CC=2N(C3=CC=CC=C3C2C1)C1=CC=CC=C1)C1=CC=CC=C1)C